tert-butyl 3,5-dioxopiperidine-1-carboxylate HCl salt Cl.O=C1CN(CC(C1)=O)C(=O)OC(C)(C)C